N-[(3R)-3-[3-(4-Chlorophenyl)propylamino]pyrrolidin-1-yl]sulfonyl-2-[(4S)-2,2,4-trimethylpyrrolidin-1-yl]pyridin-3-carboxamid ClC1=CC=C(C=C1)CCCN[C@H]1CN(CC1)S(=O)(=O)NC(=O)C=1C(=NC=CC1)N1C(C[C@@H](C1)C)(C)C